1,2-bis-O-hexadecyl-rac-glycerol C(CCCCCCCCCCCCCCC)OC[C@H](OCCCCCCCCCCCCCCCC)CO |r|